N-Cyclopropyl-2-[6-[3-(difluoromethoxy)-4-fluoro-phenyl]pyrazolo[4,3-b]pyridin-1-yl]acetamide C1(CC1)NC(CN1N=CC2=NC=C(C=C21)C2=CC(=C(C=C2)F)OC(F)F)=O